The molecule is a branched octasaccharide comprising six D-arabinofuranose and two mannopyranose units, in an assembly consisting of two arabinose residues linked alpha(1->5), with alpha-arabinosyl-(1->2)-[alpha-mannosyl-(1->5)]-alpha-arabinosyl trisaccharide units linked to the 3- and 5-positions of the residue distal from the reducing-end residue. C([C@@H]1[C@H]([C@@H]([C@@H]([C@H](O1)OC[C@@H]2[C@H]([C@@H]([C@H](O2)OC[C@@H]3[C@H]([C@@H]([C@H](O3)OC[C@@H]4[C@H]([C@@H](C(O4)O)O)O)O)O[C@@H]5[C@H]([C@@H]([C@H](O5)CO[C@@H]6[C@H]([C@H]([C@@H]([C@H](O6)CO)O)O)O)O)O[C@H]7[C@H]([C@@H]([C@H](O7)CO)O)O)O[C@H]8[C@H]([C@@H]([C@H](O8)CO)O)O)O)O)O)O)O